1-Iodo-2-methoxyethane ICCOC